(4-(((1S,3R)-3-(bromomethyl)cyclopentyl)methyl)piperazin-1-yl)(4-((5-chloro-4-(methylamino)pyrimidin-2-yl)amino)-3-methoxyphenyl)methanone BrC[C@H]1C[C@H](CC1)CN1CCN(CC1)C(=O)C1=CC(=C(C=C1)NC1=NC=C(C(=N1)NC)Cl)OC